ClC1=CC(=CC(=N1)[C@H](CC(=O)O)NC([C@H](CC(C)C)N1C(C=C(C(=C1)CCN(C)C)C(F)(F)F)=O)=O)C1=C(C=C(C=C1C)C)C |o1:14| (S)-3-(6-chloro-4-mesitylpyridin-2-yl)-3-((S*)-2-(5-(2-(dimethylamino)ethyl)-2-oxo-4-(trifluoromethyl)pyridin-1(2H)-yl)-4-methylpentanamido)propanoic acid